(4-[(2-PHENYLETHOXY)METHYL]PHENYL)BORANEDIOL C1(=CC=CC=C1)CCOCC1=CC=C(C=C1)B(O)O